(3-(4-amino-3-methylpyridin-2-yl)-2-methylphenyl)-5-formylbenzo[d]oxazole-7-nitrile NC1=C(C(=NC=C1)C=1C(=C(C=CC1)C=1OC2=C(N1)C=C(C=C2C#N)C=O)C)C